FC1(C(C1)(C)NC(O[C@H]1C[C@H](CC1)C1=NN(C(=C1)NC(=O)OCC1=CC=CC=C1)C(C)(C)C)=O)F (1R,3S)-3-(5-{[(benzyloxy)carbonyl]amino}-1-tert-butylpyrazol-3-yl)cyclopentyl N-(2,2-difluoro-1-methylcyclopropyl)carbamate